(8'-(((1R,3R)-3-aminocyclopentyl)amino)-3'-bromo-6',7'-dihydrospiro[cyclopentane-1,5'-cyclopenta[d]pyrazolo[1,5-a]pyrimidine]-6'-yl)methanol N[C@H]1C[C@@H](CC1)NC1=C2C(=NC=3N1N=CC3Br)C3(C(C2)CO)CCCC3